FC(OC1=CC(=C(C=C1)C=1CCCC2=C(C1C1=CC=C(C=C1)CC1CN(C1)CCCF)C=CC(=C2)C(=O)O)C)F 8-(4-(difluoromethoxy)-2-methylphenyl)-9-(4-((1-(3-fluoropropyl)azetidin-3-yl)methyl)phenyl)-6,7-dihydro-5H-benzo[7]annulene-3-carboxylic acid